5-((4-(7-chloro-[1,2,4]triazolo[1,5-a]pyridin-6-yl)piperidin-1-yl)sulfonyl)-2-(methyl-d2)oxazole ClC1=CC=2N(C=C1C1CCN(CC1)S(=O)(=O)C1=CN=C(O1)C([2H])[2H])N=CN2